CC1=C(OCCCC(CC(C(F)F)=O)(C)C)C=C(C=C1)C 7-(2,5-dimethylphenoxy)-1,1-difluoro-4,4-dimethylheptan-2-one